Tert-butyl (1-(2-(8-aminoimidazo[1,2-a]pyrazine-3-carbonyl)-4-bromophenyl)-3-(methylcarbamoyl)piperidin-3-yl)carbamate NC=1C=2N(C=CN1)C(=CN2)C(=O)C2=C(C=CC(=C2)Br)N2CC(CCC2)(C(NC)=O)NC(OC(C)(C)C)=O